(9α,13α,14α)-morphinan C1CC[C@@]23CCN[C@@H]([C@H]2C1)CC4=CC=CC=C34